(S)-10-((5-chloro-2-((2S,6R)-2,6-dimethylmorpholino)pyrimidin-4-yl)amino)-2,7-dimethyl-1,2,3,4-tetrahydro-[1,4]oxazepino[2,3-c]quinolin-6(7H)-one ClC=1C(=NC(=NC1)N1C[C@@H](O[C@@H](C1)C)C)NC1=CC=2C3=C(C(N(C2C=C1)C)=O)OCC[C@@H](N3)C